ClC=1C=C(C=CC1C1CC1)C=1C=C2CCC(C2=CC1)N1CC(C1)(O)C 1-[5-(3-chloro-4-cyclopropyl-phenyl)indan-1-yl]-3-methyl-azetidin-3-ol